2-(bromomethyl)-1-chloro-4-methylbenzene BrCC1=C(C=CC(=C1)C)Cl